[NH-]C(C(=O)O)CC amidyl-butyric acid